CN1C2=C(C3=CC=C(C=C13)C(=O)OC)C(=NC=N2)N(CCCN2CCCCC2)C Methyl 9-methyl-4-(methyl(3-(piperidin-1-yl)propyl)amino)-9H-pyrimido[4,5-b]indole-7-carboxylate